1-(4-ethylphenyl)-3-phenylpropane-1,3-dione boron difluoride [B](F)F.C(C)C1=CC=C(C=C1)C(CC(=O)C1=CC=CC=C1)=O